2,2,7-trimethylchromen-5-ol CC1(OC=2C=C(C=C(C2C=C1)O)C)C